BrC1=C2CCCN3C2=C(C=C1)N(C3=O)C3C(NC(CC3)=O)=O 3-(7-bromo-2-oxo-5,6-dihydro-4H-imidazo[4,5,1-ij]quinolin-1(2H)-yl)piperidine-2,6-dione